3-aminopropyl-diisopropyl-ethoxysilane NCCC[Si](OCC)(C(C)C)C(C)C